methyl (2-(4-methylpiperazin-1-yl)ethyl)carbamate CN1CCN(CC1)CCNC(OC)=O